FC=1C(=C(C=CC1F)[C@@H]1[C@H](O[C@@]([C@H]1C)(C(F)(F)F)C)C(=O)NC1=C(C(=NC=C1)C(=O)N)F)OC 4-[[(2S,3R,4S,5S)-3-(3,4-difluoro-2-methoxy-phenyl)-4,5-dimethyl-5-(trifluoromethyl)tetrahydrofuran-2-carbonyl]amino]-3-fluoro-pyridine-2-carboxamide